(S)-3-(2-amino-3-hydroxypropionyl-amino)-6-chloro-2-(cyclopropylmethoxy)-N-(3-fluoro-4-methoxybenzyl)benzamide hydrochloride Cl.N[C@H](C(=O)NC=1C(=C(C(=O)NCC2=CC(=C(C=C2)OC)F)C(=CC1)Cl)OCC1CC1)CO